(p-diethylaminophenyl)pyrimidin C(C)N(C1=CC=C(C=C1)C1=NC=CC=N1)CC